FC1=C(C=C(C(=C1I)F)F)N(S(=O)(=O)CCC)COCC[Si](C)(C)C N-(2,4,5-trifluoro-3-iodophenyl)-N-((2-(trimethylsilyl)ethoxy)methyl)propane-1-sulfonamide